tert-Butyl (3aR,5s,6aS)-5-((6-chloro-4-methylpyridazin-3-yl)amino)hexahydrocyclopenta[c]pyrrole-2(1H)-carboxylate ClC1=CC(=C(N=N1)NC1C[C@@H]2[C@@H](CN(C2)C(=O)OC(C)(C)C)C1)C